1-(cycloheptylmethyl)piperidin C1(CCCCCC1)CN1CCCCC1